N[C@H](C(=O)N1[C@@H]([C@H]2C([C@H]2C1)(C)C)C(=O)NC(C1=NN=CC2=CC=CC=C12)C#N)C(C)C (1R,2S,5S)-3-[(2S)-2-amino-3-methyl-butanoyl]-N-[cyano(phthalazin-1-yl)methyl]-6,6-dimethyl-3-azabicyclo[3.1.0]hexane-2-carboxamide